C(=O)[O-].C(C)[C@]1(C(OCC=2C(N3CC=4C(=NC=5C=CC(=C(C5C4)CN4CCC(CC4)[NH+](C)C)O)C3=CC21)=O)=O)O 1-(((S)-4-ethyl-4,9-dihydroxy-3,14-dioxo-3,4,12,14-tetrahydro-1H-pyrano[3',4':6,7]indolizino[1,2-b]quinolin-10-yl)methyl)-N,N-dimethylpiperidin-4-aminium formate